5-(2,8-dimethylimidazo[1,2-b]pyridazin-6-yl)-2-{6-[(2,2,6,6-tetramethylpiperidin-4-yl)oxy]pyridazin-3-yl}pyridin-3-ol CC=1N=C2N(N=C(C=C2C)C=2C=C(C(=NC2)C=2N=NC(=CC2)OC2CC(NC(C2)(C)C)(C)C)O)C1